N-{4-[2-(4-chloro-3-fluorophenoxy)acetamido]bicyclo[2.2.2]octan-1-yl}-2H-1,3-benzodioxole-2-carboxamide ClC1=C(C=C(OCC(=O)NC23CCC(CC2)(CC3)NC(=O)C3OC2=C(O3)C=CC=C2)C=C1)F